C(#N)C=1C=C(C=C(C1)OC(F)(F)F)NC(=O)NC1CC2(CN(C2)C(=O)C2=C3N(N=C2)C=CN3C)C1 1-(3-cyano-5-(trifluoromethoxy)phenyl)-3-(2-(1-methyl-1H-imidazo[1,2-b]pyrazole-7-carbonyl)-2-azaspiro[3.3]heptan-6-yl)urea